C(C(C)(C)C)(=O)ON1C(N(C=C(C1=O)C)[C@@H]1O[C@@H]([C@H]([C@H]1OCCOC)O)COC(C1=CC=CC=C1)(C1=CC=C(C=C1)OC)C1=CC=C(C=C1)OC)=O (3-((2r,3r,4r,5r)-5-((bis(4-methoxyphenyl) (phenyl) methoxy) methyl)-4-hydroxy-3-(2-methoxyethoxy) tetrahydrofuran-2-yl)-5-methyl-2,6-dioxo-3,6-dihydropyrimidin-1(2H)-yl) pivalate